(S)-4-(6-(3,5-dimethylisoxazol-4-yl)-1-(1-(pyridin-2-yl)ethyl)-2-(trifluoromethyl)-1H-pyrrolo[3,2-b]pyridin-3-yl)-2-methylbenzoic acid CC1=NOC(=C1C=1C=C2C(=NC1)C(=C(N2[C@@H](C)C2=NC=CC=C2)C(F)(F)F)C2=CC(=C(C(=O)O)C=C2)C)C